ClC1=C(C=CC=C1)C=1C(=C(OC1)C(=O)N)CC=1SC(=CC1)C1=CC=C(C=C1)OC(Cl)(Cl)Cl (2-chlorophenyl)-((5-(4-(trichloromethoxy)phenyl)thiophen-2-yl)methyl)furan-2-carboxamide